3-methyl-[1,2,4]Triazolo[4,3-b]Pyridazine-6-carboxylic acid methyl ester COC(=O)C=1C=CC=2N(N1)C(=NN2)C